tert-butyl 4-(6-methyl-5-nitropyridin-2-yl)piperazine-1-carboxylate tert-Butyl-4-(6-methyl-5-nitropyridin-2-yl)piperazine-1-carboxylate C(C)(C)(C)OC(=O)N1CCN(CC1)C1=NC(=C(C=C1)[N+](=O)[O-])C.CC1=C(C=CC(=N1)N1CCN(CC1)C(=O)OC(C)(C)C)[N+](=O)[O-]